C(C)(C)(C)OC(=O)NC=1N=CC(=NC1)CNC=1C=C(C(=O)OC)C=CC1C methyl 3-[({5-[(tert-butoxycarbonyl) amino] pyrazin-2-yl} methyl) amino]-4-methylbenzoate